1-(4-chlorophenyl)-7-isopropoxy-6-methoxy-2-[4-[methyl(4-piperidylmethyl)amino]phenyl]-1,4-dihydroisoquinolin-3-one ClC1=CC=C(C=C1)C1N(C(CC2=CC(=C(C=C12)OC(C)C)OC)=O)C1=CC=C(C=C1)N(CC1CCNCC1)C